(R)-3-(azetidin-1-yl)-N-(2-(4-methoxyphenyl)propan-2-yl)-2-methylpropanamide N1(CCC1)C[C@H](C(=O)NC(C)(C)C1=CC=C(C=C1)OC)C